F[C@@H]1[C@H]([C@H](N(C1)C(CNC(CCCOC1=CC=CC=C1)=O)=O)C(=O)O)O (2s,3s,4s)-4-fluoro-3-hydroxy-1-((4-phenoxybutyryl)glycyl)pyrrolidine-2-carboxylic acid